benzo[d]oxazole-2-carbonyl chloride O1C(=NC2=C1C=CC=C2)C(=O)Cl